FC(C1=CC(=NN1)C=O)(F)F (5-trifluoromethyl-1H-pyrazol-3-yl)-methanone